difluoroazepan FC1N(CCCCC1)F